N1=CC=C(C=C1)/C=C/C(=O)NC1=CC=C(C(=O)NCC2=CC=C(C=C2)C(F)(F)F)C=C1 (E)-4-(3-(pyridin-4-yl)acrylamido)-N-(4-(trifluoromethyl)benzyl)benzamide